CC1=CC(=CC(=N1)N1N=C2CCC(CC2=C1O)N1CCN(CC1)C)C(F)(F)F 2-(6-methyl-4-(trifluoromethyl)pyridin-2-yl)-5-(4-methylpiperazin-1-yl)-4,5,6,7-tetrahydro-2H-indazol-3-ol